8-(2-Fluorobenzyl)-2-(3-methylbenzyl)-6-phenylimidazo[1,2-a]pyrazin-3-yl-acetat FC1=C(CC=2C=3N(C=C(N2)C2=CC=CC=C2)C(=C(N3)CC3=CC(=CC=C3)C)CC(=O)[O-])C=CC=C1